Tert-butyl ((7-(2-(4-(6-fluorobenzo[b]thiophen-4-yl)piperazin-1-yl)ethyl)-2-oxo-3,4-dihydroquinolin-1(2H)-yl)methyl) malonate C(CC(=O)OCN1C(CCC2=CC=C(C=C12)CCN1CCN(CC1)C1=CC(=CC=2SC=CC21)F)=O)(=O)OC(C)(C)C